[Bi].Cl(=O)(=O)(=O)O perchloric acid bismuth